(2S)-N-(1-cyano-2-(6-(3-methyl-2-oxo-2,3-dihydrobenzo[d]oxazol-5-yl)-1H-indol-2-yl)ethyl)-1,4-oxazepane-2-carboxamide C(#N)C(CC=1NC2=CC(=CC=C2C1)C=1C=CC2=C(N(C(O2)=O)C)C1)NC(=O)[C@H]1OCCCNC1